FC1(C2CN(CC12)C1=NC(=CC(=N1)C=1C=NN(C1)C1=C(C=C(C=C1)[N+](=O)[O-])N1CCC2(CC2)CC1)C)F 6-(2-(4-(2-(6,6-difluoro-3-azabicyclo[3.1.0]hexane-3-yl)-6-methylpyrimidin-4-yl)-1H-pyrazol-1-yl)-5-nitrophenyl)-6-azaspiro[2.5]octane